2-((2-carboxy-5-chlorophenyl)amino)-3-methoxybenzoic acid C(=O)(O)C1=C(C=C(C=C1)Cl)NC1=C(C(=O)O)C=CC=C1OC